FC=1C=C(C=CC1C1(CCC(CC1)CCO)O)N1C(CCCC1=O)=O 3-fluoro-4-[1-hydroxy-4-(2-hydroxyethyl)cyclohexyl]phenylpiperidine-2,6-dione